(Z)-hex-3-enol C(C\C=C/CC)O